N1(N=CC=C1)C1=CC=C(C=C1)NC(=O)N1[C@@H]2CC[C@H]1CC=1C(=NC=CC12)F (5R,8S)-N-(4-(1H-pyrazol-1-yl)phenyl)-1-fluoro-6,7,8,9-tetrahydro-5H-5,8-epiminocyclohepta[c]pyridine-10-carboxamide